OC(COC1=NC2=C(C=C(C=C2C(=N1)N1C[C@@]2(CC[C@H](C1)N2C(=O)OC(C)(C)C)C)F)F)(CO)C tert-butyl (1S,5R)-3-(2-(2,3-dihydroxy-2-methylpropoxy)-6,8-difluoroquinazolin-4-yl)-1-methyl-3,8-diazabicyclo[3.2.1]octane-8-carboxylate